thiocyanide boron [B].S(C#N)C#N